2-(3-(9H-carbazol-2-yl)phenyl)-1-phenyl-1H-phenanthro[9,10-d]imidazole C1=C(C=CC=2C3=CC=CC=C3NC12)C=1C=C(C=CC1)C1=NC2=C(N1C1=CC=CC=C1)C1=CC=CC=C1C=1C=CC=CC12